O(C=1C(C=C(N(C1)CCCCCCCCCCCCCC)C#N)=O)C=1C(C=C(N(C1)CCCCCCCCCCCCCC)C#N)=O 5,5'-oxybis(N-tetradecyl-2-cyano-pyridin-4-one)